4-(4-Chloro-2-(1-ethyl-3-(trifluoromethyl)-1H-pyrazol-4-yl)phenyl)-4,5,6,7-tetrahydrothieno[2,3-c]pyridine-2-carbonitrile ClC1=CC(=C(C=C1)C1C2=C(CNC1)SC(=C2)C#N)C=2C(=NN(C2)CC)C(F)(F)F